6,8,10-triazatricyclo[9.4.0.02,7]pentadeca-1(15),2(7),3,5,11,13-hexaene-13-carbonitrile C=12C=3C=CC=NC3NCNC2=CC(=CC1)C#N